C(C1=CC=CC=C1)(C1=CC=CC=C1)(C1=CC=CC=C1)N1[C@@H]2[C@H](C[C@H]1C(=O)OCC1=CC=CC=C1)CCC2 (2S,3aS,6aS)-benzyl 1-trityloctahydrocyclopenta[b]pyrrole-2-carboxylate